OC1CC(CCC1)N1C2=NC(=NC=C2N(C1=O)C)NC=1C(=CC2=C(CCO2)C1)C 9-(3-hydroxycyclohexyl)-7-methyl-2-((6-methyl-2,3-dihydrobenzofuran-5-yl)amino)-7,9-dihydro-8H-purin-8-one